ClC=1C(=CC(=C(C(=O)NS(=O)(=O)N2C[C@@H](CCC2)CNC(OC(C)(C)C)=O)C1)F)OCC1CCCC1 (S)-tert-butyl ((1-(N-(5-chloro-4-(cyclopentylmethoxy)-2-fluorobenzoyl)sulfamoyl)piperidin-3-yl)methyl)carbamate